ClC1=C(C=C2C(=C(N(C2=C1F)C)C1=NNC(=N1)[C@H](C#N)C)C=1C=NNC1)OC (S)-2-(3-(6-chloro-7-fluoro-5-methoxy-1-methyl-3-(1H-pyrazol-4-yl)-1H-indol-2-yl)-1H-1,2,4-triazol-5-yl)propanenitrile